N1=CC=CC2=CC=CC=C12.[Ce+2] cerium (II) quinoline